{2-[(1-cyclopropyl-5-fluoro-1H-1,3-benzodiazol-2-yl)amino]-1,3-benzoxazol-5-yl}methanol C1(CC1)N1C(=NC2=C1C=CC(=C2)F)NC=2OC1=C(N2)C=C(C=C1)CO